N-cyclopropyl-6-[[5-[5-(4-hydroxycyclohexoxy)-2-methyl-4-pyridyl]pyrazolo[1,5-a]pyridin-2-yl]amino]-2,4-dimethyl-pyridine-3-carboxamide C1(CC1)NC(=O)C=1C(=NC(=CC1C)NC1=NN2C(C=C(C=C2)C2=CC(=NC=C2OC2CCC(CC2)O)C)=C1)C